NC1CC(C1)N1N=C2C=CC(=CC2=C1COC1=C(C=CC=C1)CC(=O)O)C1=C2C=CN=C(C2=CC=C1)N 2-(2-((2-(3-aminocyclobutyl)-5-(1-aminoisoquinolin-5-yl)-2H-indazol-3-yl)methoxy)phenyl)acetic acid